CNCCCCCCN(C)C trimethylhexylenediamine